2,4-dihydroxy-6-methoxyacetophenone CC(=O)C1=C(C=C(C=C1OC)O)O